BrC1=C(C=CC=C1)C1=C(C=CC=C1)F 2-bromo-2'-fluoro-1,1'-biphenyl